[2-(2-chloro-6-cyclopropylpyridin-4-yl)-5-methoxyphenyl]-(3,3-difluoroazetidin-1-yl)methanone ClC1=NC(=CC(=C1)C1=C(C=C(C=C1)OC)C(=O)N1CC(C1)(F)F)C1CC1